CN1C2=C(C3=C1C(N(N=C3)CC=3C=C(C=CC3)NC(OC(C)(C)C)=O)=O)CCN(C2)S(=O)(=O)C2=CC=CC=C2 tert-butyl (3-((5-methyl-4-oxo-7-(phenylsulfonyl)-4,5,6,7,8,9-hexahydro-3H-pyrido[4',3':4,5]pyrrolo[2,3-d]pyridazin-3-yl)methyl)phenyl)carbamate